C1(CC1)C(=O)NNC(=O)C=1C(=NC(=NC1)NC=1C=C2C(OC(C2=CC1)=O)(C)C)N[C@H](CO)C1=CC=CC=C1 (S)-N'-(cyclopropanecarbonyl)-2-((3,3-dimethyl-1-oxo-1,3-dihydroisobenzofuran-5-yl)amino)-4-((2-hydroxy-1-phenylethyl)amino)pyrimidine-5-carbohydrazide